C1(CC1)C1=NC=NC(=C1C=1N=C(C2=C(N1)N(C(=C2)C)C)OCC2=CC=C(C=C2)C=2N(C=C(N2)C(F)(F)F)C)OC 2-(4-cyclopropyl-6-methoxy-pyrimidin-5-yl)-6,7-dimethyl-4-[[4-[1-methyl-4-(trifluoromethyl)imidazol-2-yl]phenyl]methoxy]pyrrolo[2,3-d]pyrimidine